N-[(1R,3R,5S)-8-[4-(benzylamino)piperidine-1-sulfonyl]-8-azabicyclo[3.2.1]oct-3-yl]-2-oxo-2,3-dihydro-1H-indole-5-carboxamide C(C1=CC=CC=C1)NC1CCN(CC1)S(=O)(=O)N1[C@H]2CC(C[C@@H]1CC2)NC(=O)C=2C=C1CC(NC1=CC2)=O